(E)-1-(5-hydroxy-7-methoxy-2,2-dimethyl-2H-chromen-6-yl)-3-(4-(4-methyl-piperazin-1-yl)phenyl)prop-2-en-1-one OC1=C2C=CC(OC2=CC(=C1C(\C=C\C1=CC=C(C=C1)N1CCN(CC1)C)=O)OC)(C)C